F[P-](F)(F)(F)(F)F.N1(N=NC2=C1C=CC=C2)O[P+](N2CCCC2)(N2CCCC2)N2CCCC2 1H-benzotriazol-1-yloxytri(1-pyrrolidinyl)phosphonium hexafluorophosphate